tert-butyl ((R)-1-(((2S,6R)-4-(8-cyanoquinolin-5-yl)-6-methylmorpholin-2-yl)methyl)pyrrolidin-3-yl)carbamate C(#N)C=1C=CC(=C2C=CC=NC12)N1C[C@@H](O[C@@H](C1)C)CN1C[C@@H](CC1)NC(OC(C)(C)C)=O